Vanillyl-ethanone (3s,4s)-3-azido-4-hydroxypyrrolidine-1-carboxylate N(=[N+]=[N-])[C@H]1CN(C[C@@H]1O)C(=O)O.C(C1=CC(OC)=C(O)C=C1)C(C)=O